NC1=NC(=C(C=C1C=1C=C2CCNC(C2=CC1F)=O)C1=CC(=C(C=C1)OCC1CC1)CN(C)C)F 6-(2-amino-5-(4-(cyclopropylmethoxy)-3-((dimethylamino)methyl)phenyl)-6-fluoropyridin-3-yl)-7-fluoro-3,4-dihydroisoquinolin-1(2H)-one